2-(6-(1-((1R,3R,4S,5R)-4-fluoro-1-methyl-8-azabicyclo[3.2.1]oct-6-en-3-yl)vinyl)-1,2,4-triazin-3-yl)-5-(4-fluoro-1H-pyrazol-1-yl)phenol F[C@H]1[C@H](C[C@@]2(C=C[C@H]1N2)C)C(=C)C2=CN=C(N=N2)C2=C(C=C(C=C2)N2N=CC(=C2)F)O